dimethylphenacylsulfonium C[S+](CC(=O)C1=CC=CC=C1)C